N-(3-methoxyphenyl)-6-(7-(1-methyl-1H-pyrazol-4-yl)imidazo[1,2-a]pyridin-3-yl)pyridin-2-amine COC=1C=C(C=CC1)NC1=NC(=CC=C1)C1=CN=C2N1C=CC(=C2)C=2C=NN(C2)C